BrC=1SC(=CN1)C1=C(C=C(C=C1)[N+](=O)[O-])S(=O)(=O)NC(C)(C)C (2-bromothiazol-5-yl)-N-tert-butyl-5-nitro-benzenesulfonamide